tert-butyl 6-bromo-4,5-dihydro-1H-benzo[d]azepine-3(2H)-carboxylate BrC1=CC=CC=2CCN(CCC21)C(=O)OC(C)(C)C